1-[6,7-dichloro-10-(1H-pyrazol-4-yl)-3,4-dihydro-1H-pyrazino[1,2-a]indol-2-yl]-2-[(2-methyl-1,2,4-triazol-3-yl)methoxy]ethan ClC1=C(C=CC=2C(=C3N(C12)CCN(C3)CCOCC=3N(N=CN3)C)C=3C=NNC3)Cl